C1(CC1)N1C(=NC2=C(C=C(C=C2C1=O)C)[C@@H](C)N[S@](=O)C(C)(C)C)N1CCOCC1 (R)-N-[(1R)-1-(3-cyclopropyl-6-methyl-2-morpholino-4-oxo-quinazolin-8-yl)ethyl]-2-methyl-propane-2-sulfinamide